NC1=C(C(=NN1CC1C(C1)(F)F)C1=CC2=C(C(CO2)NC(C2=C(C=CC(=C2)F)OC([2H])([2H])[2H])=O)C=C1)C#N N-(6-(5-amino-4-cyano-1-((2,2-difluorocyclopropyl)methyl)-1H-pyrazol-3-yl)-2,3-dihydrobenzofuran-3-yl)-5-fluoro-2-(methoxy-d3)benzamide